bis(3-aminobenzoyl)-2,5-diamino-1,4-dihydroxybenzene NC=1C=C(C(=O)C2=C(C(=C(C(=C2O)N)C(C2=CC(=CC=C2)N)=O)O)N)C=CC1